CC1=CC(=C(C(=C1)C(C)(C)C)O)C(C)(C)C 4-methyl-2,6-bis(2-methyl-2-propanyl)phenol